CSC1=C(C(=O)Cl)C=CC=C1 2-(methylthio)benzoyl chloride